C(C1=CC=CC=C1)OC1=C(C(=NC(=C1)C)Cl)N1CCOCC1 (4-benzyloxy-2-chloro-6-methyl-3-pyridinyl)morpholine